(3Z)-4-amino-N-hydroxy-1,2,5-oxadiazol NC=1CN(ON1)O